C(C)(C)(C)C1=CC=C(C2=C1N=C(O2)C2=CC=CC=C2)OC 4-tert-butyl-7-methoxy-2-phenylbenzo[d]oxazole